2,5-dimethyl-2-tert-pentylperoxyhexane CC(C)(CCC(C)C)OOC(C)(C)CC